(1S,3'R,4'S,5'S,6'R)-6'-Methyl-6-(4-methoxy-benzyl)-5-fluoro-3',4',5',6'-tetrahydro-3H-spiro-[isobenzofuran-1,2'-pyran]-3',4',5'-triol C[C@@H]1[C@H]([C@@H]([C@H]([C@]2(O1)OCC1=CC(=C(C=C12)CC1=CC=C(C=C1)OC)F)O)O)O